NC=1C=C(C(=O)C2=NC=CC=C2)C=CC1C (3-amino-4-methylbenzoyl)pyridine